3-[4-(benzyloxy)-5-{4-[(4-methoxyphenyl)methyl]-4H-1,2,4-triazol-3-yl}-3-methyl-1H-pyrazol-1-yl]propyl acetate C(C)(=O)OCCCN1N=C(C(=C1C1=NN=CN1CC1=CC=C(C=C1)OC)OCC1=CC=CC=C1)C